5-chloro-N-[(E)-1-pyridin-2-ylethylideneamino]pyridin-2-amine ClC=1C=CC(=NC1)N/N=C(\C)/C1=NC=CC=C1